N-benzyl-methylaminopropylamine C(C1=CC=CC=C1)NCCCNC